NC=1NC=2NCC(N(C2C(N1)=O)C=O)CNC1=CC=C(C(=O)N[C@H](C(=O)O)CCC(=O)O)C=C1 (2S)-2-{[4-[(2-amino-5-formyl-4-oxo-5,6,7,8-tetrahydro-1H-pteridin-6-yl)methylamino]benzoyl]amino}pentanedioic acid